benzylidene-[1,3-bis(2,4,6-trimethylphenyl)imidazolidin-2-ylidene]-dichlororuthenium C(C1=CC=CC=C1)=[Ru](Cl)(Cl)=C1N(CCN1C1=C(C=C(C=C1C)C)C)C1=C(C=C(C=C1C)C)C